6-[[(2R)-2-aminopropoxy]methyl]imidazo[1,2-a]pyridin-8-amine N[C@@H](COCC=1C=C(C=2N(C1)C=CN2)N)C